BrC1=CC(=C(C(=O)O)C=C1F)N(C)C 4-bromo-2-(dimethylamino)-5-fluorobenzoic acid